N-(3-methoxyphenylethyl)-N-toluenesulfonylalanine COC=1C=C(C=CC1)CCN([C@@H](C)C(=O)O)S(=O)(=O)CC1=CC=CC=C1